OC=1C(C=C(N(C1)C)CNC(C1=CC=C(C=C1)OC)=O)=O N-((5-hydroxy-1-methyl-4-oxo-1,4-dihydropyridin-2-yl)methyl)-4-methoxybenzamide